3-(3-Nitro-2-(2,2,2-trifluoroethoxy)phenyl)-1H-pyrazole [N+](=O)([O-])C=1C(=C(C=CC1)C1=NNC=C1)OCC(F)(F)F